3-(((benzylthio)carbonylthio)thio)propionic acid C(C1=CC=CC=C1)SC(=O)SSCCC(=O)O